1-cyano-N-(5-cyclohexylpyridin-2-yl)pyrrolidine-3-carboxamide C(#N)N1CC(CC1)C(=O)NC1=NC=C(C=C1)C1CCCCC1